FC[C@@H]1N(CCC1)C1CCN(CC1)C1CC2(C1)CN(CC2)C(=O)OCC Ethyl 2-{4-[(2R)-2-(fluoromethyl)pyrrolidin-1-yl]piperidin-1-yl}-6-azaspiro[3.4]octane-6-carboxylate